S(=O)(O)O.C=CCC butene sulfite